7-bromo-5-[5-(methylamino)pent-1-ynyl]-3-pentyl-quinolin-2-amine BrC1=CC(=C2C=C(C(=NC2=C1)N)CCCCC)C#CCCCNC